OC=1N(C(=NN1)C=1C=NC=CC1C=1C=C(C=CC1)N1C(C2=CC=CC(=C2C1)C(F)(F)F)=O)C 2-(3-(3-(5-Hydroxy-4-methyl-4H-1,2,4-triazol-3-yl)pyridin-4-yl)phenyl)-4-(trifluoromethyl)isoindolin-1-one